OC1=C(C(=C(C=C1)C=CC1=CC=CC=C1)O)O trihydroxy-1,2-diphenylethylene